(5-acetamidonaphthalene) 4-tert-butyl-butyrate C(C)(C)(C)CCCC(=O)O.C(C)(=O)NC1=C2C=CC=CC2=CC=C1